ClC1=C(N=C(N=N1)NC1=C(C=C2CCN(CC2=C1)C)OC)NC1=C(C#N)C=CC=C1 2-((6-chloro-3-((6-methoxy-2-methyl-1,2,3,4-tetrahydroisoquinolin-7-yl)amino)-1,2,4-triazin-5-yl)amino)benzonitrile